CN([C@@H](COS(=O)(=O)C1=CC=C(C)C=C1)C(=O)O)C(=O)OC(C)(C)C Methyl-N-(tert-Butoxycarbonyl)-O-p-toluenesulfonyl-L-serine